C(C)(C)(C)C=1C=C(C=C(C1)C(C)(C)C)[N+]1=CN(C2=C1C=CC=C2)C2=CC(=CC(=C2)C(C)(C)C)OC2=CC=1N(C3=CC=CC=C3C1C=C2)C2=NC=C(C(=C2C([2H])([2H])[2H])C2=CC=CC=C2)C([2H])([2H])[2H] 1-(3,5-di-tert-butylphenyl)-3-[5-tert-butyl-3-({9-[3,5-di(methyl-d3)-4-phenylpyridin-2-yl]carbazol-2-yl}oxy)phenyl]benzimidazolium